NCCCNC(=O)C1CCN(CC1)C(C[C@H]1C=2N(C3=C(C(=N1)C1=CC=C(C=C1)Cl)C(=C(S3)C)C)C(=NN2)C)=O (S)-N-(3-aminopropyl)-1-(2-(4-(4-chlorophenyl)-2,3,9-trimethyl-6H-thieno[3,2-f][1,2,4]triazolo[4,3-a][1,4]diazepin-6-yl)acetyl)piperidine-4-carboxamide